3-(2-methylphenoxymethyl)pyrrolidine CC1=C(OCC2CNCC2)C=CC=C1